FC(=C(CC1=NSC(=N1)NC(=O)C1=C(SC(=C1)C1=CC(=CC=C1)OC)C)C)F N-(3-(3,3-difluoro-2-methylallyl)-1,2,4-thiadiazol-5-yl)-5-(3-methoxyphenyl)-2-methyl-thiophene-3-carboxamide